C(C)N1CCC(CC1)N(C(=O)C=1N=C(SC1)C=1C=NN(C1)C=1C=NC=NC1)C N-(1-ethylpiperidin-4-yl)-N-methyl-2-[1-(pyrimidin-5-yl)-1H-pyrazol-4-yl]-1,3-thiazole-4-carboxamide